Carbonyl-glycin-methyl ester COC(CN=C=O)=O